O1C2=C(OCC1)C(=CC=C2)NC2=NC=1N(C(=C2)NC)N=CC1NC(=O)NC1CC(C1)=O 1-(5-((2,3-dihydrobenzo[b][1,4]dioxin-5-yl)amino)-7-(methylamino)pyrazolo[1,5-a]pyrimidin-3-yl)-3-(3-oxocyclobutyl)urea